8-hydroxy-2-methyl-3-hydro-quinazolin-4-one CC1=NC2=C(C=CC=C2O)C(=O)N1